COC(CNC1=NC=CC2=C1N=C(N=C2)S(=O)(=O)C)(C)C N-(2-methoxy-2-methylpropyl)-2-(methylsulfonyl)pyrido[3,4-d]pyrimidin-8-amine